n-methyl-bis(2,4-xylyliminomethyl)amine CN(C=NC1=C(C=C(C=C1)C)C)C=NC1=C(C=C(C=C1)C)C